FC(C1=NC(=C(C(=C1C(OC)=S)CC(C)C)C(OC)=S)C(F)(F)F)F Dimethyl 2-(difluoromethyl)-4-(2-methylpropyl)-6-(trifluoromethyl)pyridine-3,5-dicarbothioate